(S)-3-(5-(4-((1-(4-((1S,2R)-4,4-difluoro-6-hydroxy-2-isobutyl-1,2,3,4-tetrahydronaphthalen-1-yl)phenyl)piperidin-4-yl)methyl)piperazin-1-yl)-1-oxoisoindolin-2-yl)piperidine-2,6-dione FC1(C[C@H]([C@H](C2=CC=C(C=C12)O)C1=CC=C(C=C1)N1CCC(CC1)CN1CCN(CC1)C=1C=C2CN(C(C2=CC1)=O)[C@@H]1C(NC(CC1)=O)=O)CC(C)C)F